2-(1-piperidyl)acetic acid N1(CCCCC1)CC(=O)O